NCCNN1CCN(CC1)N N1-(2-aminoethyl)-1,4-piperazinediamine